CNC=1C=C(C(=O)NC2=CC=CC=C2)C=CC1 3-(methylamino)-N-phenylbenzamide